COC1=C(NCC#CC=2C=C(C3=C(C(=CS3)CC(F)(F)F)C2)N)C=CC(=C1)S(=O)(=O)C 5-[3-(2-methoxy-4-methylsulfonyl-anilino)prop-1-ynyl]-3-(2,2,2-trifluoroethyl)benzothiophen-7-amine